Cl.O=C1NC(CC[C@@H]1NC(=O)C=1C=CC2=C(OC[C@H]3N2CCNC3)N1)=O (S)-N-((S)-2,6-dioxopiperidin-3-yl)-1,2,3,4,4a,5-hexahydropyrazino[1,2-d]pyrido[2,3-b][1,4]oxazine-8-carboxamide hydrochloride salt